ClC=1C=C(C=C(C1CC1=CC(=C(C=C1)O)C(C)C)Cl)CCC(=O)O 3-(3,5-dichloro-4-(4-hydroxy-3-isopropylbenzyl)phenyl)propanoic acid